(4-bromophenyl)-2-methyl-3-(methylthio)-1-toluenesulfonyl-1H-pyrrole BrC1=CC=C(C=C1)C=1C(=C(N(C1)S(=O)(=O)CC1=CC=CC=C1)C)SC